O=C1NC(CCC1N1CC2=C3C=CN(C3=CC=C2C1=O)C)=O 2-(2,6-dioxopiperidin-3-yl)-6-methyl-3-oxo-1,2,3,6-tetrahydropyrrolo[3,4-e]indol